C(#N)CN1N=CC(=C1)C1=CC2=C(N(C=N2)C2=CC(=C(C(=O)NCC(F)(F)F)C(=C2)OC)OC)C=C1 4-[5-[1-(cyanomethyl)pyrazol-4-yl]benzimidazol-1-yl]-2,6-dimethoxy-N-(2,2,2-trifluoro-ethyl)benzamide